3-((methyl(1-(3,3,5-trimethyl-2,3-dihydro-1H-pyrrolo[3,2-b]pyridine-1-carbonyl)piperidin-4-yl)amino)methyl)benzonitrile CN(C1CCN(CC1)C(=O)N1CC(C2=NC(=CC=C21)C)(C)C)CC=2C=C(C#N)C=CC2